2,6-di-tert-butyl-4-(3-methylpyrido[1,2-a]indol-10-yl)phenol C(C)(C)(C)C1=C(C(=CC(=C1)C1=C2N(C3=CC(=CC=C13)C)C=CC=C2)C(C)(C)C)O